CN(CC1=CC2=C(C=C1)NC1=CC=CC=C1C21CCCC1)C N,N-dimethyl-1-(10H-spiro[acridin-9,1'-cyclopentane]-2-yl)methanamine